COCCC=1C=NC(=NC1)C(C(=O)OCC)(C)C ethyl 2-(5-(2-methoxyethyl)pyrimidin-2-yl)-2-methylpropanoate